N-(1,3-Benzodioxol-4-ylmethyl)-1-[2-(4-methoxy-1-piperidinyl)-4-pyridinyl]methylamine O1COC2=C1C=CC=C2CNCC2=CC(=NC=C2)N2CCC(CC2)OC